C(CC)[C@@H](C#N)CCCCC |r| (+-)-2-propylheptanenitrile